1-(3-bromo-6-chloropyridin-2-yl)cyclopentane-1-carboxamide BrC=1C(=NC(=CC1)Cl)C1(CCCC1)C(=O)N